FC=1C=C2C(CCNC2=CC1)COC 6-fluoro-4-(methoxymethyl)-1,2,3,4-tetrahydroquinoline